FC(OC1=C(C=O)C=CC(=C1)C1=NC(=NO1)C1=CC=CC=C1)F 2-(difluoromethoxy)-4-(3-phenyl-1,2,4-oxadiazol-5-yl)benzaldehyde